4-METHYL-3-PHENYLISOTHIAZOLE-5-CARBOXYLIC ACID CC=1C(=NSC1C(=O)O)C1=CC=CC=C1